(1S,2R,3S,4R)-2,3-dihydroxy-4-(4-(methylamino)-7H-pyrrolo[2,3-d]pyrimidin-7-yl)-N-(3-((3-phenoxyphenethyl)amino)propyl)cyclopentane-1-carboxamide O[C@@H]1[C@H](C[C@H]([C@@H]1O)N1C=CC2=C1N=CN=C2NC)C(=O)NCCCNCCC2=CC(=CC=C2)OC2=CC=CC=C2